1-(5-fluoropyridin-2-yl)-2-methoxyethanol FC=1C=CC(=NC1)C(COC)O